CC1=C(C=C(C(=O)NCC2=NC=C3C=CC(=NC3=C2)C2=NC(=CC=C2)OCC2OCCC2)C=C1)S(=O)(=O)C 4-methyl-3-(methylsulfonyl)-N-((2-(6-((tetrahydrofuran-2-yl)methoxy)pyridin-2-yl)-1,6-naphthyridin-7-yl)methyl)benzamide